chlorobenzoyl-amide Cl[N-]C(C1=CC=CC=C1)=O